ClC=1C(=C2C=NNC2=C(C1F)C1C(CCC1)OC)C=1N=CC=2N(C1)C=C(N2)NC(=O)[C@H]2[C@H](C2)F (1S,2S)-N-(6-(5-chloro-6-fluoro-7-(2-methoxycyclopentyl)-1H-indazol-4-yl)imidazo[1,2-a]pyrazin-2-yl)-2-fluorocyclopropane-1-carboxamide